[Cl-].C(C)(C)C1=C(C(=CC=C1)C(C)C)[N+]1=CN(C=C1)C1=C(C=CC=C1C(C)C)C(C)C 1,3-bis-(2,6-diisopropylphenyl)3H-imidazol-1-ium chloride